COC(C(C(C(=O)OC)CCCCC(C)O)=C)=O Dimethyl-2-(5-hydroxyhexyl)-3-methylenesuccinic acid